(4aR,5S,7aR)-1-(L-valyl)-4a-(3-boronopropyl)octahydro-1H-pyrrolo[3,4-b]pyridine-5-carboxylic acid N[C@@H](C(C)C)C(=O)N1[C@@H]2[C@](CCC1)([C@H](NC2)C(=O)O)CCCB(O)O